(1R,2S)-2-cyano-N-(1-(2-(cyclopropanecarboxamido)pyridin-4-yl)-1H-indol-4-yl)cyclopropane-1-carboxamide C(#N)[C@@H]1[C@@H](C1)C(=O)NC1=C2C=CN(C2=CC=C1)C1=CC(=NC=C1)NC(=O)C1CC1